FC1=CC(=CC2=C1C=C(O2)C(=O)NS(=O)(=O)C2=CC=NC1=CC=CC=C21)N2CC(C2)F 4-Fluoro-6-(3-fluoroazetidin-1-yl)-N-(quinoline-4-sulfonyl)-1-benzofuran-2-carboxamide